6-(pyrazolo[1,5-a]pyrazine-3-carbonyl)-N-(5-(trifluoromethoxy)pyridin-3-yl)-4,5,6,7-tetrahydrothieno[2,3-c]pyridine-3-carboxamide N1=CC(=C2N1C=CN=C2)C(=O)N2CC1=C(CC2)C(=CS1)C(=O)NC=1C=NC=C(C1)OC(F)(F)F